(S)-5-((7-((3-(but-2-ynylamino)benzyl)(tert-butoxycarbonyl)amino)-3-ethylpyrazolo[1,5-a]pyrimidin-5-yl)amino)-2,2-dimethylpiperidine C(C#CC)NC=1C=C(CN(C2=CC(=NC=3N2N=CC3CC)N[C@H]3CCC(NC3)(C)C)C(=O)OC(C)(C)C)C=CC1